NC=1C=C(NC2=C3N=CN(C3=NC(=N2)N[C@@H](CO)C(C)C)C(C)C)C=C(C1)Cl (2R)-2-[[6-(3-amino-5-chloroanilino)-9-propan-2-ylpurine-2-yl]amino]-3-methylbutan-1-ol